ClC1=CC=C(C(=O)C2=CC=CC=3N2C=CN3)C=C1 5-(4-chlorobenzoyl)imidazolo[1,2-a]pyridine